C1(=CC=CC2=CC=CC=C12)[C@@H](C)N1CCC(CC1)N(S(=O)(=O)C)CC(=O)NCC(NCC#CC1=CC=CC=C1)=O (R)-2-(N-(1-(1-(naphthalen-1-yl)ethyl)piperidin-4-yl)methylsulfonamido)-N-(2-oxo-2-((3-phenylprop-2-yn-1-yl)amino)ethyl)acetamide